ClC=1C=C2C(=NN1)N(N=C2N(C(C(C)(C)C)C)C)C 5-chloro-N,1-dimethyl-N-(1,2,2-trimethylpropyl)pyrazolo[3,4-c]pyridazin-3-amine